4-[(2-amino-3-fluoro-4-pyridinyl)methyl]-5-methyl-1H-pyridazin-6-one NC1=NC=CC(=C1F)CC=1C=NNC(C1C)=O